CN(C)CCCCCCCCCC N,N-dimethyldecyl-amine